C(C)(C)(C)OC(=O)N1CC2=C(CC1)OC(=N2)C=2C(=C(C=CC2)C2=C(C(=CC=C2)C=2OC1=C(N2)C=C(C=C1Cl)CO)C)C (3'-(7-chloro-5-(hydroxymethyl)benzo[d]oxazol-2-yl)-2,2'-dimethyl-[1,1'-biphenyl]-3-yl)-6,7-dihydro-oxazolo[4,5-c]pyridine-5(4H)-carboxylic acid tert-butyl ester